ethyl 1-(2-(1-benzylpiperidin-4-yl)ethyl)-6-methyl-2-oxo-4-(4-oxo-4H-chromen-3-yl)-1,2,3,4-tetrahydropyrimidine-5-carboxylate C(C1=CC=CC=C1)N1CCC(CC1)CCN1C(NC(C(=C1C)C(=O)OCC)C1=COC2=CC=CC=C2C1=O)=O